C12(CC3CC(CC(C1)C3)C2)CC(=O)O adamantane-acetic acid